(R)-1-hydroxy-2,3-dihydro-1H-indene-4-carbonitrile O[C@@H]1CCC=2C(=CC=CC12)C#N